trimethyl-ammonium iodide [I-].C[NH+](C)C